1-(2-isopropylpyridin-4-yl)-6-methyl-5-(1-(piperazin-1-yl)vinyl)indolizine-7-carboxylic acid isopropyl ester C(C)(C)OC(=O)C=1C(=C(N2C=CC(=C2C1)C1=CC(=NC=C1)C(C)C)C(=C)N1CCNCC1)C